1-methyl-7-(naphthalen-1-ylmethyl)-5-oxo-8-(3-(trifluoromethyl)phenyl)-1,5-dihydroimidazo[1,2-a]pyridine-3-carboxylic acid CN1C=C(N2C1=C(C(=CC2=O)CC2=CC=CC1=CC=CC=C21)C2=CC(=CC=C2)C(F)(F)F)C(=O)O